ClC=1C(=C(C=C(C1)[N+](=O)[O-])CC1N(CCOC1)C)C 3-(3-chloro-2-methyl-5-nitrophenylmethyl)-4-methylmorpholine